C1(CC1)C1=NN(C=C1C1=NC2=CC=CC=C2N=C1)[C@@H]1C[C@H](C1)C#CC=1C=C2C(N(C(C2=CC1)=O)C1C(NC(CC1)=O)=O)=O 5-((trans-3-(3-cyclopropyl-4-(quinoxalin-2-yl)-1H-pyrazol-1-yl)cyclobutyl)ethynyl)-2-(2,6-dioxopiperidin-3-yl)isoindoline-1,3-dione